C1(=CC=CC2=CC=CC=C12)OP(=O)(N[C@@H](C)C(=O)OC(C)C)Cl (1-naphthoxy)((1S)-(1-isopropoxycarbonylethyl)amino)phosphinoyl chloride